CC=1C=CC=C2C=CC=C(C12)N1CC=2N=C(N=C(C2CC1)N1CCC(CC1)NC(OC(C)(C)C)=O)OC[C@H]1N(CCC1)C tert-butyl (S)-(1-(7-(8-methylnaphthalen-1-yl)-2-((1-methylpyrrolidin-2-yl)methoxy)-5,6,7,8-tetrahydropyrido[3,4-d]pyrimidin-4-yl)piperidin-4-yl)carbamate